6-ethyl-3-(3-fluorophenyl)-6-(hydroxymethyl)-1,2,3,7-tetrahydropyrazolo[1,2-a]pyrazol-5-one C(C)C1(C(N2N(C1)CCC2C2=CC(=CC=C2)F)=O)CO